trans-2-(diphenylphosphino)-1-cyclohexanecarboxylic acid C1(=CC=CC=C1)P([C@H]1[C@@H](CCCC1)C(=O)O)C1=CC=CC=C1